NC=1C2=C(N=CN1)N(C=C2)[C@H]2[C@@H]([C@@]([C@H](O2)CC2=CC(=C(C=C2)Cl)Cl)(O)C)O (2R,3S,4R,5R)-5-(4-amino-7H-pyrrolo[2,3-d]pyrimidin-7-yl)-2-(3,4-dichlorobenzyl)-3-methyltetrahydrofuran-3,4-diol